Tetrakis(2-ethylhexyl)3,3',3'',3'''-(((2,5-diazabicyclo[2.2.1]heptane-2,5-diyl)bis(propane-3,1-diyl))bis(azanetriyl))tetrapropionate C(C)C(COC(CCN(CCCN1C2CN(C(C1)C2)CCCN(CCC(=O)OCC(CCCC)CC)CCC(=O)OCC(CCCC)CC)CCC(=O)OCC(CCCC)CC)=O)CCCC